O=C1NC(CCC1N1C(C2=CC=C(C(=C2C1=O)S)F)=O)=O 2-(2,6-dioxopiperidin-3-yl)-5-fluoro-4-mercaptoisoindoline-1,3-dione